1-(trans-5-([1,1'-biphenyl]-3-yloxy)octahydro-cyclopenta[c]pyrrole-2-carbonyl)-4-methyl-1H-pyrazole-3-carboxylic acid C1(=CC(=CC=C1)OC1CC2C(CN(C2)C(=O)N2N=C(C(=C2)C)C(=O)O)C1)C1=CC=CC=C1